BrC1=CN(C2=CN=C(C=C21)Cl)CC 3-bromo-5-chloro-1-ethyl-pyrrolo[2,3-c]pyridine